2-(5-fluoro-2-methoxyphenyl)pyrrolidine FC=1C=CC(=C(C1)C1NCCC1)OC